COC(=O)[C@H]1N(CCC1)P(=O)(OC1=CC=CC=C1)OCC=1C=NC(=C(C1CO)O)C (2S)-1-(((5-hydroxy-4-(hydroxymethyl)-6-methylpyridin-3-yl)methoxy)(phenoxy)phosphoryl)pyrrolidine-2-carboxylic acid methyl ester